Cyclohexane-1,4-diamine C1(CCC(CC1)N)N